FC(C1=NN(C=C1NC(=O)C=1C=NN2C1N=C(C=C2)N2CCOCC2)C2CCN(CC2)CC2=NC=C(C=C2)C2C(NC(CC2)=O)=O)F N-(3-(difluoromethyl)-1-(1-((5-(2,6-dioxopiperidin-3-yl)pyridin-2-yl)methyl)piperidin-4-yl)-1H-pyrazol-4-yl)-5-morpholinopyrazolo[1,5-a]pyrimidine-3-carboxamide